(3s,4r)-2-(azidomethyl)-5-(2-nitro-1H-imidazol-1-yl)tetrahydrofuran-3,4-diol N(=[N+]=[N-])CC1OC([C@@H]([C@@H]1O)O)N1C(=NC=C1)[N+](=O)[O-]